4-(4-(trifluoromethyl)phenyl)piperazine-1-carboxamide FC(C1=CC=C(C=C1)N1CCN(CC1)C(=O)N)(F)F